C(C)#N.[Pd+2] palladium (II) (acetonitrile)